BrC=1C(=NC(=NC1)NC1=C(C=C(C(=C1)C=1C=NN(C1)C)N1CCNCC1)OC)NC1=C(C2=C(OCCO2)C=C1)P(C)(C)=O (6-((5-bromo-2-((2-methoxy-5-(1-methyl-1H-pyrazol-4-yl)-4-(Piperazin-1-yl)phenyl)amino)pyrimidin-4-yl)amino)-2,3-dihydrobenzo[b][1,4]dioxin-5-yl)dimethyl-Phosphine oxide